C1(=CC=C(C=C1)C(C[C@H]1CC(=NN1C(C)=O)C1=CC=C(C=C1)C)=C=C(C)C)C1=CC=CC=C1 (S)-1-(5-(2-([1,1'-biphenyl]-4-yl)-4-methylpenta-2,3-dien-1-yl)-3-(p-tolyl)-4,5-dihydro-1H-pyrazol-1-yl)ethan-1-one